N-t-butylisoquinoline C(C)(C)(C)N1CC2=CC=CC=C2C=C1